O-(2-(2-(2-(2-azidoethoxy)ethoxy)ethoxy)ethyl)hydroxylamine N(=[N+]=[N-])CCOCCOCCOCCON